D-ribofuranosyl-s-triazin-2(1H)-one C1([C@H](O)[C@H](O)[C@H](O1)CO)N1C(N=CN=C1)=O